CNCC1=C(C=CC=C1)C=1C=C(SC1)[C@@H](C)NC1=C2C(=CN=N1)C=NC(=C2)N2CCOCC2 (R)-N-(1-(4-(2-((methylamino)methyl)phenyl)thiophen-2-yl)ethyl)-7-morpholinopyrido[3,4-d]pyridazin-1-amine